C12N(CC(NC1)CC2)C2=C1CN(CC1=CC(=C2)F)C2C(NC(CC2)=O)=O 4-(2,5-diazabicyclo[2.2.2]octan-2-yl)-2-(2,6-dioxopiperidin-3-yl)-6-fluoroisoindoline